ClC1=C2CCCN(C2=CC(=C1O)Cl)C(=O)OC(C)(C)C tert-butyl 5,7-dichloro-6-hydroxy-3,4-dihydroquinoline-1(2H)-carboxylate